(2S)-2-(9H-fluoren-9-yl-methoxycarbonylamino)-3-(3-methoxyphenyl)propanoic acid C1=CC=CC=2C3=CC=CC=C3C(C12)N([C@H](C(=O)O)CC1=CC(=CC=C1)OC)C(=O)OC